ClC1=C(C(=CC=C1)Cl)N1CC(C1)C1=CC(=C(CN2CCC(CC2)C(=O)O)C(=C1)C)CC 1-(4-(1-(2,6-dichlorophenyl)azetidin-3-yl)-2-ethyl-6-methylbenzyl)-piperidine-4-carboxylic acid